4-((4-(2-Isopropyloxazol-4-yl)pyridin-2-yl)((4-(4-methoxy-3-methylphenyl)bicyclo[2.2.2]octan-1-yl)methyl)carbamoyl)(trans-cyclohexyl)(3-hydroxypropyl)carbamate C(C)(C)C=1OC=C(N1)C1=CC(=NC=C1)N(C(=O)[C@@H]1CC[C@H](CC1)N(C([O-])=O)CCCO)CC12CCC(CC1)(CC2)C2=CC(=C(C=C2)OC)C